C(=C)C1OCC(C1(O)C=C)O 2,3-Divinyl-tetrahydrofuran-3,4-diol